BrC=1C=CC(=NC1)N1CCC(CC1)C(=O)OC(C)(C)C tert-butyl 1-(5-bromopyridin-2-yl)piperidine-4-carboxylate